ClC1=C(C(=O)NC2=C(C=CC=C2)C(F)(F)F)C=CC=C1 2-chloro-N-(2-(trifluoromethyl)phenyl)benzamide